C1(=CC=C(C=C1)C1=NC(=NC(=N1)C1=CC=CC=C1)C=1C=C(C=CC1)C1(C2=CC=CC=C2C=2C=CC=CC12)C=1C=C(C=CC1)C1=CC(=CC=C1)C#N)C1=CC=CC=C1 3'-(9-(3-(4-([1,1'-biphenyl]-4-yl)-6-phenyl-1,3,5-triazin-2-yl)phenyl)-9H-fluoren-9-yl)-[1,1'-biphenyl]-3-carbonitrile